2-(methylsulfonyl)-4-(3-(prop-2-yn-1-yloxy)phenyl)-6-(trifluoromethyl)pyrimidine CS(=O)(=O)C1=NC(=CC(=N1)C1=CC(=CC=C1)OCC#C)C(F)(F)F